CC1(OB(OC1(C)C)C1=CC2=C(S1)C=CS2)C 4,4,5,5-tetramethyl-2-(thieno[3,2-b]thiophen-2-yl)-1,3,2-dioxaborolane